(2,6-dichlorophenyl)-2-((3-fluoro-5-methyl-4-((3S,5R)-3,4,5-trimethylpiperazin-1-yl)phenyl)amino)-8,9-dihydroimidazo[1,2-a]pyrimido[5,4-e]pyrimidin-5(6H)-one ClC1=C(C(=CC=C1)Cl)C1=NC(=NC2=C1C(NC=1N2CCN1)=O)NC1=CC(=C(C(=C1)C)N1C[C@@H](N([C@@H](C1)C)C)C)F